N-[4-(hydroxymethyl)oxan-4-yl]-2-methyl-5-[(4-methyl-1,3-thiazol-5-yl)methoxy]-2H-indazole-3-carboxamide OCC1(CCOCC1)NC(=O)C=1N(N=C2C=CC(=CC12)OCC1=C(N=CS1)C)C